tert-butyl (3S)-3-(ethylamino)pyrrolidine-1-carboxylate C(C)N[C@@H]1CN(CC1)C(=O)OC(C)(C)C